N-(2-((4S,SR)-1-ethyl-7-oxa-1-azaspiro[4.4]nonan-4-yl)thieno[2,3-b]pyridin-4-yl)benzo[d]thiazol-5-amine C(C)N1CC[C@@H]([C@@]12COCC2)C2=CC=1C(=NC=CC1NC=1C=CC3=C(N=CS3)C1)S2 |&1:6|